6-methoxy-3,4-dihydro-beta-carboline COC=1C=C2C=3CCN=CC3NC2=CC1